ClC1=C(C=C(C=C1)F)[C@H]1C=2N([C@@H](C(N1)=O)COC)C(=NC2NC(C2=CC(=CC(=C2)C(F)(F)F)F)=O)C(=O)NC (5R,8S)-8-(2-chloro-5-fluorophenyl)-1-(3-fluoro-5-(trifluoromethyl)benzamido)-5-(methoxymethyl)-N-methyl-6-oxo-5,6,7,8-tetrahydroimidazo[1,5-a]pyrazine-3-carboxamide